6,7-dimethoxy-2-(6-(methylamino)pyridin-3-yl)-4-(piperidine-1-carbonyl)isoquinolin-1(2H)-one COC=1C=C2C(=CN(C(C2=CC1OC)=O)C=1C=NC(=CC1)NC)C(=O)N1CCCCC1